COC1=CC=C(CNC(=O)NC2=CC=C(C=C2)CN2C(CCC2=O)C)C=C1 1-(4-methoxy-benzyl)-3-(4-((2-methyl-5-oxopyrrolidin-1-yl)methyl)phenyl)urea